N-(3-(5-(2-acetamidopyridin-4-yl)-2-(methylthio)-1H-imidazol-4-yl)phenyl)-3-hydroxybenzamide C(C)(=O)NC1=NC=CC(=C1)C1=C(N=C(N1)SC)C=1C=C(C=CC1)NC(C1=CC(=CC=C1)O)=O